hexadecylpyridinium chloride CCCCCCCCCCCCCCCC[N+]1=CC=CC=C1.[Cl-]